N-((1r,4r)-4-aminocyclohexyl)quinoxaline NC1CCC(CC1)N1CC=NC2=CC=CC=C12